N4-(3-chloro-2-fluoro-phenyl)-7-[2-[(1S,5R)-3-methyl-3-azabicyclo[3.1.0]hexan-1-yl]ethynyl]-quinazoline-4,6-diamine ClC=1C(=C(C=CC1)NC1=NC=NC2=CC(=C(C=C12)N)C#C[C@]12CN(C[C@@H]2C1)C)F